6-bromo-2,3-dihydro-1H-indole BrC1=CC=C2CCNC2=C1